epoxythiolThiol S1C2=C(C(=C1)S)O2